COCCN(C(CC(C)=O)=O)CCOC.COCCN(C(CC(C)=O)=O)CCOC.COCCN(C(CC(C)=O)=O)CCOC.[Fe+3] iron (III) tris(N,N-bis(2-methoxyethyl)-3-oxo-butanamide)